[N-](S(=O)(=O)C(F)(F)F)S(=O)(=O)C(F)(F)F.C(C)N1CN(C=C1)CCCCCCC 1-ethyl-3-heptylimidazole bis(trifluoromethanesulfonyl)imide salt